ClC1=CC=C(C=C1)C1=C(C=CC=C1)NC(=O)C=1C(=NN(C1)C)C(F)F N-(4'-chlorobiphenyl-2-yl)-3-(difluoromethyl)-1-methyl-1H-pyrazole-4-carboxamide